C(C)(C)N1C=CC=2C(=NC(=CC21)NC2=NC=NC(=C2)OC)OC2CN(CC2)C(C=C)=O 1-(3-((1-isopropyl-6-((6-methoxypyrimidin-4-yl)amino)-1H-pyrrolo[3,2-c]pyridin-4-yl)oxy)pyrrolidin-1-yl)prop-2-en-1-one